CS(=O)(=O)C1=CC(=C(C=C1)COC1=C(C=C(C=C1)C1C=2C(NC(C1)=O)=NNC2)OC)C(F)(F)F 4-(4-{[4-methanesulfonyl-2-(trifluoromethyl)phenyl]methoxy}-3-methoxyphenyl)-2H,4H,5H,6H,7H-pyrazolo[3,4-b]pyridin-6-one